(1S,3S,4S)-N-((S)-1-cyano-2-((S)-2-oxopiperidin-3-yl)ethyl)-2-((S)-3-cyclopropyl-2-((5-methylpyridin-3-yl)amino)propanoyl)-5,5-difluoro-2-azabicyclo[2.2.2]octane-3-carboxamide C(#N)[C@H](C[C@H]1C(NCCC1)=O)NC(=O)[C@H]1N([C@@H]2CC([C@H]1CC2)(F)F)C([C@H](CC2CC2)NC=2C=NC=C(C2)C)=O